ClC=1C=C(CC2=NOC(=N2)C2=CC=C(C=C2)/C=C(/C(=O)OCC)\C)C=CC1 Ethyl (E)-3-(4-(3-(3-chlorobenzyl)-1,2,4-oxadiazol-5-yl)phenyl)-2-methylacrylate